The molecule is a sulfoxide that is omeprazole in which one of the methyl hydrogens at position 5 on the pyridine ring is substituted by a hydroxy group. It has a role as a drug metabolite. It is a member of benzimidazoles, a member of pyridines, a sulfoxide and an aromatic ether. It derives from an omeprazole. CC1=C(C(=CN=C1CS(=O)C2=NC3=C(N2)C=C(C=C3)OC)CO)OC